C(CCC)C1CCC(CC1)C1=CC=C(C=C1)C1=C(C=C(C(=C1)F)N=C=S)F 1-[4-(4-Butylcyclohexyl)phenyl]-2,5-difluoro-4-isothiocyanato-benzene